C(C)(C)(C)OC(NC12CCC(CC1)(C2)[C@H](C)N)=O {4-[(1S)-1-aminoethyl]bicyclo[2.2.1]heptan-1-yl}carbamic acid tert-butyl ester